C(#N)C=1C=C(OC2CCN(CC2)C=2N=NC(=C(C2C#N)C)C)C=CC1 3-(4-(3-cyanophenoxy)piperidin-1-yl)-5,6-dimethylpyridazine-4-carbonitrile